N[C@@H](CC(=O)O)CC1=CC(=C(C=C1)F)F (R)-β-amino-4-(3,4-difluorophenyl)butyric acid